2-methyl-N6-(2-(3,4,5-trimethoxyphenyl)thieno[3,2-d]pyrimidin-4-yl)quinoline-4,6-diamine CC1=NC2=CC=C(C=C2C(=C1)N)NC=1C2=C(N=C(N1)C1=CC(=C(C(=C1)OC)OC)OC)C=CS2